C=1N=CN2C1C=CC(=C2)C(=O)N2CC=1C(CC2)=C(N(N1)C)C1=CC=CC=C1 imidazo[1,5-a]pyridin-6-yl-(2-methyl-3-phenyl-2,4,5,7-tetrahydro-6H-pyrazolo[3,4-c]pyridin-6-yl)methanone